C(C)(C)(C)OC(NC1=CNC=2C1=NC(=CC2)Cl)=O (5-chloro-1H-pyrrolo[3,2-b]pyridin-3-yl)carbamic acid tert-butyl ester